BrC1=CC(=CC(=C1)[N+](=O)[O-])C bromo-3-methyl-5-nitrobenzene